Cl/C=C/C1=NSC(O1)=O (E)-5-(2-chlorovinyl)-1,3,4-oxathiazol-2-one